BrC1=NC(=NN1C)C(=O)OC methyl 5-bromo-1-methyl-1,2,4-triazole-3-carboxylate